1-(3-(4-(4-(7-((3,5-dimethoxyphenyl)amino)-quinoxalin-2-yl)-5-methyl-1H-pyrazol-1-yl)piperidine-1-carbonyl)azetidin-1-yl)prop-2-en-1-one COC=1C=C(C=C(C1)OC)NC1=CC=C2N=CC(=NC2=C1)C=1C=NN(C1C)C1CCN(CC1)C(=O)C1CN(C1)C(C=C)=O